(E)-4-(4-((2-(7-fluoroquinolin-4-yl)hydrazono)methyl)benzyl)thiomorpholine FC1=CC=C2C(=CC=NC2=C1)N\N=C\C1=CC=C(CN2CCSCC2)C=C1